N-(2-amino-2-methylpropyl)-N-[1-(5-chloro-2-fluorophenyl)cyclobutyl]carbamic acid methyl ester COC(N(C1(CCC1)C1=C(C=CC(=C1)Cl)F)CC(C)(C)N)=O